4H-pyran-2-carboxylate O1C(=CCC=C1)C(=O)[O-]